i-hexadecene C=CCCCCCCCCCCCC(C)C